NC1=NC(N(C=C1)[C@H]1[C@]([C@@H]([C@@](O1)(F)CO[P@](=O)(OC1=CC=CC=C1)N[C@@H](C)C(=O)OC(CC)CC)O)(C)F)=O pentan-3-yl ((S)-(((2S,3S,4R,5R)-5-(4-amino-2-oxopyrimidin-1(2H)-yl)-2,4-difluoro-3-hydroxy-4-methyltetrahydrofuran-2-yl)methoxy)(phenoxy)phosphoryl)-L-alaninate